tert-butyl 3-(3-chloro-2-methylphenyl)-3-((2-(2-methoxy ethyl)-1-oxo-1,2-dihydroisoquinolin-7-yl)amino)azetidine-1-carboxylate ClC=1C(=C(C=CC1)C1(CN(C1)C(=O)OC(C)(C)C)NC1=CC=C2C=CN(C(C2=C1)=O)CCOC)C